2-acetamido-N-(5-nitrooxazol-2-yl)benzamide C(C)(=O)NC1=C(C(=O)NC=2OC(=CN2)[N+](=O)[O-])C=CC=C1